ClC1=C(C=CC=C1C1=C(C(=CC=C1)NC1=NC=CC=2C1=NC=CN2)Cl)NC(=O)C2=NN1C([C@H](CCC1)N1CCC(CC1)C(=O)OC)=C2 methyl 1-[(4S)-2-[[2-chloro-3-[2-chloro-3-(pyrido[3,4-b]pyrazin-5-ylamino)phenyl]phenyl]carbamoyl]-4,5,6,7-tetrahydropyrazolo[1,5-a]pyridin-4-yl]piperidine-4-carboxylate